FC(C12CNCC2(C1)CO)(F)F (5-(trifluoromethyl)-3-azabicyclo[3.1.0]hex-1-yl)methanol